ClC=1C=C(C=C(C1)F)NC(CN1CC2(C1)CNC2)=O N-(3-chloro-5-fluoro-phenyl)-2-(2,6-diazaspiro[3.3]heptan-2-yl)acetamide